C(#C)C=1C(=CC=C2C=CC=C(C12)C1=C(C=2N=C(N=C(C2C=N1)N([C@@H]1[C@@H](NCC1)C)C)OC[C@]12CCCN2C[C@@H](C1)F)F)F 7-(8-ethynyl-7-fluoronaphthalen-1-yl)-8-fluoro-2-(((2R,7aS)-2-fluorotetrahydro-1H-pyrrolizin-7a(5H)-yl)methoxy)-N-methyl-N-(cis-2-methylpyrrolidin-3-yl)pyrido[4,3-d]pyrimidin-4-amine